ClC=1C=C(C=CC1OC(CO)(C)C)C(CCC=1N=C(OC1C(C)C)C1=C(C=C(C=C1)Cl)Cl)=O 1-(3-chloro-4-((1-hydroxy-2-methylpropan-2-yl)oxy)phenyl)-3-(2-(2,4-dichlorophenyl)-5-isopropyloxazol-4-yl)propan-1-one